(2-Chloro-3-ethoxy-3-oxo-propyl) 2-chloro-5-(3,5-dimethyl-2,6-dioxo-4-thioxo-1,3,5-triazinan-1-yl)-4-fluoro-benzoate ClC1=C(C(=O)OCC(C(=O)OCC)Cl)C=C(C(=C1)F)N1C(N(C(N(C1=O)C)=S)C)=O